tert-butyl 8-(3-(4-cyanophenyl)pyrazolo[1,5-a]pyrazin-6-yl)-6-methyl-5-oxo-3,4,5,6-tetrahydro-2,6-naphthyridine-2(1H)-carboxylate C(#N)C1=CC=C(C=C1)C=1C=NN2C1C=NC(=C2)C2=CN(C(C=1CCN(CC21)C(=O)OC(C)(C)C)=O)C